N1=C(N=CC2=CC=CC=C12)CN1C(=O)N(C=2N=C(N(C2C1=O)CC#CC)N1C[C@@H](CCC1)N)C 1-[(quinazolin-2-yl)methyl]-3-methyl-7-(2-butyn-1-yl)-8-((R)-3-amino-piperidin-1-yl)-xanthine